FC=1C(=NC=CC1)C=1OC(=NN1)N1[C@@H](C2=C(CC1)NC=N2)C2=NN1C(C(=CC=C1)C)=C2 (S)-2-(3-fluoropyridin-2-yl)-5-(4-(4-methylpyrazolo[1,5-a]pyridin-2-yl)-1,4,6,7-tetrahydro-5H-imidazo[4,5-c]pyridin-5-yl)-1,3,4-oxadiazole